E-styrene C=CC1=CC=CC=C1